N1CC(C1)C1=NN(C2=NC=CC(=C21)I)C2=CC=C(C=C2)OC(F)(F)F 3-(azetidin-3-yl)-4-iodo-1-(4-(trifluoromethoxy)phenyl)-1H-pyrazolo[3,4-b]pyridine